C(#N)C=1C(=NN(C1NC)C1CCC1)C1=CC=C(C=C1)CNC(C1=C(C=CC=C1)OC)=O N-[[4-[4-cyano-1-cyclobutyl-5-(methylamino)pyrazol-3-yl]phenyl]methyl]-2-methoxy-benzamide